1-ethyl-2-(4-(4,4,5,5-tetramethyl-1,3,2-dioxaborolan-2-yl)phenyl)(trifluoromethyl)-1H-imidazole C(C)N1C(=NC(=C1)C(F)(F)F)C1=CC=C(C=C1)B1OC(C(O1)(C)C)(C)C